N-(6-(cyclohexyloxy)-1-(4-methoxyphenyl)-1H-pyrazolo[3,4-d]pyrimidin-4-yl)-5-nitrothiophene-2-carboxamide C1(CCCCC1)OC1=NC(=C2C(=N1)N(N=C2)C2=CC=C(C=C2)OC)NC(=O)C=2SC(=CC2)[N+](=O)[O-]